CN(C)CCOC(C(=C)C)=O 2-(N,N-Dimethylamino)ethylmethacrylat